ClC1=C(C=CC=C1)S(=O)(=O)NC(=O)NC1=NC(=NC(=N1)OC)C 2-chloro-N-[[(4-methoxy-6-methyl-1,3,5-triazin-2-yl)-amino]carbonyl]benzenesulfonamide